ClC1=C(C=CC=C1Cl)C=1C(=CN(C1)C)C#N 4-(2,3-dichlorophenyl)-1-methyl-pyrrole-3-nitrile